5-methoxy-3,4-dihydro-1,7-naphthyridin-2(1H)-one COC1=C2CCC(NC2=CN=C1)=O